CN(C1=CC2=C(C=C(O2)C(=O)NS(=O)(=O)C2=C(C=CC=C2)OCCC)C(=C1)F)C 6-(Dimethylamino)-4-fluoro-N-(2-propoxybenzene-1-sulfonyl)-1-benzofuran-2-carboxamide